CN(C)CC1(CC[C@]12CN(CC2)C(=O)OC(C)(C)C)O tert-butyl (4S)-3-[(dimethylamino)methyl]-3-hydroxy-6-azaspiro[3.4]octane-6-carboxylate